3-bromo-2,4-dichloro-6-cyclopropylpyridine BrC=1C(=NC(=CC1Cl)C1CC1)Cl